N[C@@H]1C[C@@H](CCC1)N1C(=NC=2C=NC(=CC21)C2=NNC=N2)C2=C(C#N)C=CC=C2 2-(1-((1R,3S)-3-aminocyclohexyl)-6-(1H-1,2,4-triazol-3-yl)-1H-imidazo[4,5-c]pyridin-2-yl)benzonitrile